COC(C=C)=O.C(C=C)#N 2-propenenitrile methylacrylate